tert-Butyl 6-(4-chloro-1,3,5-triazin-2-yl)-2,6-diazaspiro[3.3]heptane-2-carboxylate ClC1=NC(=NC=N1)N1CC2(CN(C2)C(=O)OC(C)(C)C)C1